C(C)(=O)C=1C(OC2=CC(=CC=C2C1)N(CC)CC)=O 3-acetyl-7-diethylamino-2H-chromen-2-one